C/C(/C(=O)OCC)=C\C1=CC=C2C(=CC(OC2=C1)=O)C1=C(C=CC=C1)C ethyl (E)-2-methyl-3-(2-oxo-4-(o-tolyl)-2H-chromen-7-yl)acrylate